C1(=CC=CC=C1)C1=C(C(=CC=C1)C1=CC=CC=C1)C=1C(=C(C(=CC1)OC)PC1=C(C=CC(=C1)OC)O)OC 2-{[2,6-bis(phenyl)phenyl-(2,6-dimethoxyphenyl)]-phosphino}-4-methoxy-phenol